2,6-diaminopyrazine hydrochloride Cl.NC1=NC(=CN=C1)N